4-((3R,4R)-4-((5,7-dimethyl-1H-indol-4-yl)methyl)-1-propylpiperidin-3-yl)benzoic acid CC=1C(=C2C=CNC2=C(C1)C)C[C@H]1[C@@H](CN(CC1)CCC)C1=CC=C(C(=O)O)C=C1